2-[[1-Bromo-6-(hydroxymethyl)-4-methyl-6,7-dihydro-5H-cyclopenta[c]pyridin-3-yl]oxy]-N-propan-2-ylacetamide BrC1=NC(=C(C2=C1CC(C2)CO)C)OCC(=O)NC(C)C